COC1=C(C=2C=CNC2C=C1)C=O 5-METHOXY-1H-INDOLE-4-CARBALDEHYDE